N-[(1S)-1-{[(1S)-4-(carbamoylamino)-1-{[4-(hydroxymethyl)phenyl]carbamoyl}butyl]carbamoyl}-2-methylpropyl]-3,6,9,12-tetraoxapentadecan-15-amide C(N)(=O)NCCC[C@@H](C(NC1=CC=C(C=C1)CO)=O)NC(=O)[C@H](C(C)C)NC(CCOCCOCCOCCOCC)=O